[Cl-].[K+].NC1=CC=C(C(=O)O)C=C1 p-aminobenzoic acid potassium chloride